tert-butyl N-[(tert-butoxy)carbonyl]-N-(6-chloropyridazin-4-yl)carbamate C(C)(C)(C)OC(=O)N(C(OC(C)(C)C)=O)C1=CN=NC(=C1)Cl